(1S,3R,4S)-N-[(1R)-1-cyano-2-[(3R)-2-oxo-3-piperidyl]ethyl]-2-[(2R)-3,3-dimethyl-2-[(2,2,2-trifluoroacetyl)amino]butanoyl]-5,5-difluoro-2-azabicyclo[2.2.2]octane-3-carboxamide C(#N)[C@@H](C[C@@H]1C(NCCC1)=O)NC(=O)[C@@H]1N([C@@H]2CC([C@H]1CC2)(F)F)C([C@@H](C(C)(C)C)NC(C(F)(F)F)=O)=O